COC=1C=C(CNC(CCCCCCCCCCCCCCC)=O)C=CC1 N-(3-methoxybenzyl)-hexadecanamide